CCCCCCCC/C=C\\CCCCCCCCCCCCCC(=O)[O-] The molecule is a tetracosenoate that is the conjugate base of nervonic acid, arising from deprotonation of the carboxylic acid group. It has a role as a human metabolite. It is a conjugate base of a (15Z)-tetracosenoic acid.